C(CCCCCCC)C(CCCCCCCC)OC(CCCCCCC[C@@H]1N(CC(C1)OC(CCCN1C=NC=C1)=O)CCCCCC(OCCCCCCCCCCC)=O)=O [8-(1-octylnonoxy)-8-oxo-octyl](2S)-4-(4-imidazol-1-ylbutanoyloxy)-1-(6-oxo-6-undecoxy-hexyl)pyrrolidine